(5S)-2-(7'-chloro-1'-methyl-2'-oxospiro[cyclopropane-1,3'-indolin]-5'-yl)-5-methylpiperidine-1-carboxylic acid tert-butyl ester C(C)(C)(C)OC(=O)N1C(CC[C@@H](C1)C)C=1C=C2C3(C(N(C2=C(C1)Cl)C)=O)CC3